C1(CC1)N1N=CC(=C1)C1=NN2C(=NC3=C(C=CC=C3C2=N1)C#N)N[C@H]1C(NCCNC1)=O 2-(1-cyclopropyl-1H-pyrazol-4-yl)-5-{[(6R)-5-oxo-1,4-diazepan-6-yl]amino}[1,2,4]triazolo[1,5-c]quinazoline-7-carbonitrile